(2S)-2-Amino-3-[bis(4-methoxyphenyl)-phenyl-methoxy]-1-[4-(hydroxymethyl)-1-piperidyl]propan-1-one N[C@H](C(=O)N1CCC(CC1)CO)COC(C1=CC=CC=C1)(C1=CC=C(C=C1)OC)C1=CC=C(C=C1)OC